COC1=CC=C2C(=CC(NC2=C1)=O)CC=1C=NC(=C(C1)OC)OCC1=NC=C(C=C1)OC 7-methoxy-4-((5-methoxy-6-((5-methoxypyridin-2-yl)methoxy)pyridin-3-yl)methyl)quinolinone